C(C)SC1=NC(=CC(=C1C(=O)NCCCC(F)(F)F)C)N1[C@@H](COCC1)C 2-Ethylsulfanyl-4-methyl-6-[(3R)-3-methyl-morpholin-4-yl]-N-(4,4,4-trifluoro-butyl)-pyridine-3-carboxylic acid amide